ethylene glycol bis(3,4-epoxycyclohexanecarboxylate) C1(CC2C(CC1)O2)C(=O)OCCOC(=O)C2CC1C(CC2)O1